(1S,4S,5R)-5-([5-cyclopropyl-3-[2-(trifluoromethyl)phenyl]-1,2-oxazol-4-yl]methoxy)-2-azabicyclo[2.2.1]heptane-2-carboxylic acid benzyl ester C(C1=CC=CC=C1)OC(=O)N1[C@@H]2C[C@H]([C@H](C1)C2)OCC=2C(=NOC2C2CC2)C2=C(C=CC=C2)C(F)(F)F